FC=1C=C(C=CC1)C1=CC(=CC=C1)CC1N(CC2(CC2)C1NS(=O)(=O)C)C(=O)OC(C)(C)C tert-butyl 6-((3'-fluoro-[1,1'-biphenyl]-3-yl)methyl)-7-(methylsulfonamido)-5-azaspiro[2.4]heptane-5-carboxylate